N1C(=CC2=CC=CC=C12)NC(=O)OC methyl indolcarbamate